9-chloro-1-(methylthio)-4-propyl-[1,2,4]triazolo[4,3-a]quinazolin-5(4H)-one ClC=1C=CC=C2C(N(C=3N(C12)C(=NN3)SC)CCC)=O